OC1=C(C(=O)C2=C(C(=O)O)C=CC=C2O)C=CC=C1 2-(2-hydroxybenzoyl)-hydroxybenzoic acid